tert-Butyl 2-((((9H-fluoren-9-yl)methoxy) carbonyl)(methyl)amino)-3-(2-fluoro-4-methoxyphenyl)propanoate C1=CC=CC=2C3=CC=CC=C3C(C12)COC(=O)N(C(C(=O)OC(C)(C)C)CC1=C(C=C(C=C1)OC)F)C